BrC=1C(=CC(=NC1)N[C@H](C(F)(F)F)CC)C(F)F (S)-5-bromo-4-(difluoromethyl)-N-(1,1,1-trifluorobut-2-yl)pyridin-2-amine